8-(1-(oxetan-3-yl)-1H-pyrazolo[3,4-d]pyrimidin-6-yl)-2-(2-(trifluoromethyl)pyrimidin-4-yl)-2,8-diazaspiro[4.5]decan-1-one O1CC(C1)N1N=CC=2C1=NC(=NC2)N2CCC1(CCN(C1=O)C1=NC(=NC=C1)C(F)(F)F)CC2